BrC1=C(C(=CC=2SC(=CC21)C(C[C@H](C)C(=O)O)=O)OC)OCCCOC2=C(C1=C(SC(=C1)C(C[C@@H](C(=O)O)C)=O)C=C2OC)F (S)-4-(5-(3-((4-bromo-2-((S)-3-carboxybutanoyl)-6-methoxybenzo[b]thiophen-5-yl)oxy)propoxy)-4-fluoro-6-methoxybenzo[b]thiophen-2-yl)-2-methyl-4-oxobutanoic acid